C1OC2=C(C=C(C=C2)CO)O1 1,2-Methylenedioxybenzene-4-methanol